C1(CC1)[Mg]Br cyclopropylmagnesium bromide